C(#N)C1=C(C=C(C=N1)N1CCCCC1)C(F)(F)F 1-(6-cyano-5-(trifluoromethyl)pyridin-3-yl)piperidine